4-carbonylcyclobutane-1,2,3-tricarboxylic acid C(=O)=C1C(C(C1C(=O)O)C(=O)O)C(=O)O